5-[2-(3-Bromo-5-chloro-phenylamino)-5-methyl-pyrimidin-4-ylamino]-3H-benzooxazol-2-one BrC=1C=C(C=C(C1)Cl)NC1=NC=C(C(=N1)NC=1C=CC2=C(NC(O2)=O)C1)C